ClC=1C=C2C=CN(C2=C(C1)C1=C2C(=NC=C1)C=C(S2)CN2C(N(C(=CC2=O)C)CC2CC2)=O)CC2(CCNCC2)C#N 4-((5-Chloro-7-(2-((3-(cyclopropylmethyl)-4-methyl-2,6-dioxo-3,6-dihydropyrimidine-1(2H)-yl)methyl)thieno[3,2-b]pyridin-7-yl)-1H-indol-1-yl)methyl)piperidine-4-carbonitrile